(2R,3R,11bR)-3-(2,2-dimethylpropyl)-10-methoxy-9-[2-(oxetan-3-yloxy)ethoxy]-1H,2H,3H,4H,6H,7H,11bH-pyrido[2,1-a]isoquinolin-2-ol CC(C[C@H]1[C@@H](C[C@H]2N(CCC3=CC(=C(C=C23)OC)OCCOC2COC2)C1)O)(C)C